2-[3-(3,3-difluoroazetidin-1-yl)phenyl]-2-ethoxy-N-[5-[[(3R)-1-pyridazin-3-ylpyrrolidin-3-yl]amino]-1,3,4-thiadiazol-2-yl]acetamide FC1(CN(C1)C=1C=C(C=CC1)C(C(=O)NC=1SC(=NN1)N[C@H]1CN(CC1)C=1N=NC=CC1)OCC)F